2-chloro-4-[5-(1H-imidazol-4-yl)furan-2-yl]5-(1,3-oxazol-5-yl)pyrimidine ClC1=NC=C(C(=N1)C=1OC(=CC1)C=1N=CNC1)C1=CN=CO1